C(#N)C1=CC=C(CCC=2C3=C(SC2C(=O)OCC)C=CC=C3F)C=C1 ethyl 3-(4-cyanophenethyl)-4-fluorobenzo[b]thiophene-2-carboxylate